COCCOCCOCCC(=O)OC(CC)N1C(=NC=2N(C(N(C(C12)=O)CCC)=O)CC)C=1C=NN(C1)CC1=CC(=CC=C1)C(F)(F)F 1-(3-ethyl-2,6-dioxo-1-propyl-8-(1-(3-(trifluoromethyl)benzyl)-1H-pyrazol-4-yl)-1,2,3,6-tetrahydro-7H-purin-7-yl)propyl 3-(2-(2-methoxyethoxy)ethoxy)propanoate